(S)-1-(3-cyclopropyl-4-(4-methylpiperazin-1-yl)phenyl)-2-hydroxypropan-1-one C1(CC1)C=1C=C(C=CC1N1CCN(CC1)C)C([C@H](C)O)=O